CN1C=CCC1 N-methyl-pyrroline